(R)-5-(bicyclo[1.1.1]pentan-1-yl)-3-cyclohexyl-8-hydroxy-7-(methylthio)-2-((2-(trimethylsilyl)ethoxy)methyl)-2,3,4,5-tetrahydrobenzo[f][1,2,5]thiadiazepine 1,1-dioxide C12(CC(C1)C2)N2C[C@H](N(S(C1=C2C=C(C(=C1)O)SC)(=O)=O)COCC[Si](C)(C)C)C1CCCCC1